2-(4-methoxyphenyl)-2-(2-quinolinylmethyl)indolin-3-one COC1=CC=C(C=C1)C1(NC2=CC=CC=C2C1=O)CC1=NC2=CC=CC=C2C=C1